N-((S)-6-amino-1-(((S)-1-(((S)-1-(((S)-1,7-diamino-1,2-dioxoheptan-3-yl)amino)-1-oxopropan-2-yl)amino)-1-oxopropan-2-yl)amino)-1-oxohexan-2-yl)palmitamide NCCCC[C@@H](C(=O)N[C@H](C(=O)N[C@H](C(=O)N[C@H](C(C(=O)N)=O)CCCCN)C)C)NC(CCCCCCCCCCCCCCC)=O